ClC=1C=CC=2N(C1)N=CC2S(=O)(=O)NC2=C(C=C(C(=C2)F)CCC#N)F 6-chloro-N-(4-(2-cyanoethyl)-2,5-difluorophenyl)pyrazolo[1,5-a]pyridine-3-sulfonamide